lithium 2,4,6-trifluorobenzoate FC1=C(C(=O)[O-])C(=CC(=C1)F)F.[Li+]